7-chloro-2-(chloromethyl)thieno[3,2-b]pyridine ClC1=C2C(=NC=C1)C=C(S2)CCl